C(CCCCCCC)N.P(=O)(OCCCCCCCCCCCCCCCCCC)(O)O octadecyl phosphate octylamine salt